3-acetyl-2-oxo-4-(piperidin-1-yl)-2H-benzopyran-7-yl triflate O(S(=O)(=O)C(F)(F)F)C1=CC2=C(C(=C(C(O2)=O)C(C)=O)N2CCCCC2)C=C1